tert-butyl (3S)-3-[(4-chloro-3-pyridyl)amino]pyrrolidine-1-carboxylate ClC1=C(C=NC=C1)N[C@@H]1CN(CC1)C(=O)OC(C)(C)C